FC1=CC=C(C=C1)N1N=CC=2C1=NC(=NC2NC(=O)C=2SC(=CC2)[N+](=O)[O-])N2[C@@H](CCC2)COC2=CC=CC=C2 (S)-N-(1-(4-fluorophenyl)-6-(2-(phenoxymethyl)pyrrolidin-1-yl)-1H-pyrazolo[3,4-d]pyrimidin-4-yl)-5-nitrothiophene-2-carboxamide